4-methyl-6-methylthio-1,3,5-triazine-2-amine CC1=NC(=NC(=N1)SC)N